NCC1=NNC(C2=CC=C(C=C12)C=1C=NC=C(C1)OC1=CC=C(C=C1)F)=O 4-(aminomethyl)-6-(5-(4-fluorophenoxy)pyridin-3-yl)phthalazin-1(2H)-one